1-(3,4-difluorophenyl)-4-[4-(2-tetrahydropyran-4-yl-3H-imidazo[4,5-b]pyridin-7-yl)piperidine-1-carbonyl]pyrrolidin-2-one FC=1C=C(C=CC1F)N1C(CC(C1)C(=O)N1CCC(CC1)C1=C2C(=NC=C1)NC(=N2)C2CCOCC2)=O